7-[1-(1-Cyano-4-piperidyl)-5-methyl-triazol-4-yl]-5-[2-pyridyl-[1-(trifluoromethyl)cyclopropyl]methoxy]imidazo[1,2-a]pyridine-3-carbonitrile C(#N)N1CCC(CC1)N1N=NC(=C1C)C1=CC=2N(C(=C1)OC(C1(CC1)C(F)(F)F)C1=NC=CC=C1)C(=CN2)C#N